S1C(=NC=C1)NC(=O)/C=C/C=1C=C(C=CC1)O 3-((E)-2-((thiazol-2-yl)carbamoyl)vinyl)phenol